C(#N)CCOC[C@H]1CN(C[C@H](C1)NC=1C2=C(N=CN1)N(C=C2)C(C2=CC=CC=C2)(C2=CC=CC=C2)C2=CC=CC=C2)C(=O)OC(C)(C)C tert-butyl (3R,5S)-3-((2-cyanoethoxy)methyl)-5-((7-trityl-7H-pyrrolo[2,3-d]pyrimidin-4-yl)amino)piperidine-1-carboxylate